C(#N)C1=C(C=CC2=C1OC[C@@H]1N2CCC1)/N=C/N(C)C (R,E)-N'-(6-cyano-2,3,3a,4-tetrahydro-1H-benzo[b]pyrrolo[1,2-d][1,4]oxazin-7-yl)-N,N-dimethylformimidamide